6-(cyclopropylmethoxy)-N-[(2S)-1-(2-fluoroethoxy)-4-methylpentan-2-yl]-5-(pyrrolidin-1-yl)pyridine-2-carboxamide C1(CC1)COC1=C(C=CC(=N1)C(=O)N[C@H](COCCF)CC(C)C)N1CCCC1